FC(OC=1C=CC=C(C(=O)O)C1)(F)F 5-(trifluoromethoxy)benzoic acid